C(C)C(CC)C#CC(CC)CC 3,6-diethyl-4-octyne